(S)-tert-butyl (2,3-dihydroxypropyl)carbamate O[C@@H](CNC(OC(C)(C)C)=O)CO